C(C=C)(=O)OCCCCOC(=O)C1=C(C(C(=O)O)=CC=C1)C(=O)O acryloyloxybutyloxycarbonyl-phthalic acid